5-chloro-N-[(8S,9aR)-8-fluoro-5-oxo-8,9,9a,10-tetrahydro-5H,7H-pyrido[3,2-f]pyrrolo[2,1-c][1,4]oxazepin-3-yl]-2-methoxybenzenesulfonamide ClC=1C=CC(=C(C1)S(=O)(=O)NC1=CC=2C(N3[C@@H](COC2N=C1)C[C@@H](C3)F)=O)OC